5-(2-(4-chloro-2-(trifluoromethyl)phenyl)-3-oxohexahydroimidazo[1,5-a]pyrazine-7(1H)-yl)-2'-ethoxy-[2,3'-bipyridine]-6-carboxylic acid ClC1=CC(=C(C=C1)N1C(N2C(CN(CC2)C=2C=CC(=NC2C(=O)O)C=2C(=NC=CC2)OCC)C1)=O)C(F)(F)F